P(=O)([O-])([O-])[O-].C[Zn+].C[Zn+].C[Zn+] methylzinc phosphate